N-(3-(7-Fluoro-5-oxo-1-thioxo-1,2-dihydro-[1,2,4]triazolo[4,3-a]quinazolin-4(5H)-yl)propyl)-2-(pyridine-4-yl)acetamide FC=1C=C2C(N(C=3N(C2=CC1)C(NN3)=S)CCCNC(CC3=CC=NC=C3)=O)=O